p-tolueneacetamide CC1=CC=C(C=C1)CC(=O)N